ethyl 2-hydroxycyclopentane-1-carboxylate OC1C(CCC1)C(=O)OCC